tert-butyl (R)-3-(4-(4-aminophenyl)-N-(1-methyl-1H-pyrrolo[2,3-c]pyridin-7-yl)piperidine-1-carboxamido)piperidine-1-carboxylate NC1=CC=C(C=C1)C1CCN(CC1)C(=O)N(C=1N=CC=C2C1N(C=C2)C)[C@H]2CN(CCC2)C(=O)OC(C)(C)C